BrC=1C=C(C(=C(C1)[C@H](CC(=O)OCC)N[S@](=O)C(C)(C)C)F)C(F)(F)F ethyl (S)-3-(5-bromo-2-fluoro-3-(trifluoromethyl)phenyl)-3-(((R)-tert-butylsulfinyl)amino)propanoate